COC(=O)NCCC(=O)O 3-[(METHOXYCARBONYL)AMINO]PROPANOIC ACID